COC(C1=CC(=C(C(=C1)[N+](=O)[O-])NC(C)C)F)=O 3-fluoro-4-(isopropylamino)-5-nitrobenzoic acid methyl ester